C(#N)C=1C(=NC(=CC1C(F)(F)F)C(F)(F)F)NCC(=O)N(C=1C=CC2=C(C=C(O2)C)C1)C 2-((3-cyano-4,6-bis(trifluoromethyl)pyridin-2-yl)-amino)-N-methyl-N-(2-methylbenzofuran-5-yl)-acetamide